2-tert-butyl-6-(5-chloro-2H-benzotriazol-2-yl)-p-methylphenol C(C)(C)(C)C1=C(C(=CC(=C1)C)N1N=C2C(=N1)C=CC(=C2)Cl)O